4-(4-methoxybenzyloxy)-2-methylene-4-oxobutanoic acid COC1=CC=C(COC(CC(C(=O)O)=C)=O)C=C1